N-([4-{4-(trifluoromethyl)phenoxy}quinolin-2-yl]methyl)acrylamide FC(C1=CC=C(OC2=CC(=NC3=CC=CC=C23)CNC(C=C)=O)C=C1)(F)F